N-benzyl-N-(sec.-butyl)amide C(C1=CC=CC=C1)[N-]C(C)CC